((2S,3R,4R,5S,6R)-4,5-dihydroxy-6-(hydroxymethyl)-2-isopropyltetrahydro-2H-pyran-3-yl)neopentanamide O[C@@H]1[C@H]([C@@H](O[C@@H]([C@H]1O)CO)C(C)C)CC(C(=O)N)(C)C